C(=C)C1=C(C=CC=C1)C o-Vinyltoluol